ethyl alpha-ketoglutarate O=C(C(=O)OCC)CCC(=O)[O-]